4-[(3-cyano-4-methyl-1H-indol-7-yl)sulfamoyl]benzamide C(#N)C1=CNC2=C(C=CC(=C12)C)NS(=O)(=O)C1=CC=C(C(=O)N)C=C1